FC1=CC=C2C(C(N(C2=C1)C=1C=NC=C(C1)C=C1OC(C2=CC=CC=C12)=O)=O)(C)O 6-Fluoro-3-hydroxy-3-methyl-1-(5-((3-oxoisobenzofuran-1(3H)-ylidene)methyl)pyridin-3-yl)indolin-2-one